C1=CC=CC=2C3=CC=CC=C3C(C12)COC(=O)N([C@@H](C(=O)O)[C@@H](C)C1=CC=CC=C1)C (2R,3S)-2-((((9H-fluoren-9-yl)methoxy)carbonyl)(methyl)amino)-3-phenylbutanoic acid